4-(dimethylamino)-2-hydroxy-5-iodobenzoic acid methyl ester COC(C1=C(C=C(C(=C1)I)N(C)C)O)=O